CC=1C=C(C=C2C=NNC12)CCC(=O)O 3-(7-methyl-1H-indazol-5-yl)propionic acid